2-amino-2-(hydroxymethyl)propane-1,3-diol 3-(5-chloro-6-((5-methyloxazol-2-yl)methoxy)-2-oxobenzo[d]oxazol-3(2H)-yl)propanoate ClC=1C(=CC2=C(N(C(O2)=O)C(C(=O)OCC(CO)(CO)N)C)C1)OCC=1OC(=CN1)C